2-bromo-1-iodo-naphthalene BrC1=C(C2=CC=CC=C2C=C1)I